C(=O)(OC(C)(C)C)N[C@@H](CCC(=O)[O-])C(=O)[O-] Boc-L-Glutamat